C(=O)C=1C(=CC(=C2C(=C(C(OC12)=O)CCC(=O)NCCOC)C)OC)O 3-(8-formyl-7-hydroxy-5-methoxy-4-methyl-2-oxo-2H-chromen-3-yl)-N-(2-methoxyethyl)propionamide